ClC1=C(C=CC2=C1C(=N[C@H](C(N2)=O)C)C2=NC(=CC=C2F)OC)C(F)(F)F (3S)-6-chloro-5-(3-fluoro-6-methoxy-2-pyridyl)-3-methyl-7-(trifluoromethyl)-1,3-dihydro-1,4-benzodiazepin-2-one